ClC1=CC=C(C=C1)SC(C=O)CC1=C(C=CC=C1)C(C)C 2-((4-chlorophenyl)thio)-3-(2-isopropylphenyl)propanal